4-[(2-{3-[(5-fluoro-2-methoxyphenyl)amino]prop-1-yn-1-yl}-1-(2,2,2-trifluoroethyl)-1H-indol-4-yl)amino]-1λ6-thiane-1,1-dione FC=1C=CC(=C(C1)NCC#CC=1N(C2=CC=CC(=C2C1)NC1CCS(CC1)(=O)=O)CC(F)(F)F)OC